C1(CCCCC1)NC(C)(C)C cyclohexylt-butylamine